(6-(2-((2-azaspiro[3.3]heptan-6-yl)amino)pyrrolo[2,1-f][1,2,4]triazin-5-yl)imidazo[1,2-a]pyridin-3-yl)(pyrrolidin-1-yl)methanone C1NCC12CC(C2)NC2=NN1C(C=N2)=C(C=C1)C=1C=CC=2N(C1)C(=CN2)C(=O)N2CCCC2